ClC1=CC(=C(CN2C(C=3N(CC2)C=C(C3)C3=CC(=NC=C3Cl)NC(C)C)=O)C=C1)CO 2-(4-chloro-2-(hydroxymethyl)benzyl)-7-(5-chloro-2-(isopropylamino)pyridin-4-yl)-3,4-dihydropyrrolo[1,2-a]pyrazin-1(2H)-one